Cl.CN1CC(CCC1)S(=O)(=O)NNC1COCC1 (1-methylpiperidin-3-yl)-N-(oxolane-3-yl)aminosulfonamide hydrochloride